(R)-N-(7-chloro-6-(4-((3R,4R)-4-hydroxy-3-methyltetrahydrofuran-3-yl)piperazin-1-yl)isoquinolin-3-yl)spiro[2.2]pentane-1-carboxamide ClC1=C(C=C2C=C(N=CC2=C1)NC(=O)[C@@H]1CC12CC2)N2CCN(CC2)[C@@]2(COC[C@@H]2O)C